(3-((2-Fluoroethyl)amino)azetidin-1-yl)(5-(4-(trifluoromethyl)phenoxy)naphthalen-2-yl)methanone FCCNC1CN(C1)C(=O)C1=CC2=CC=CC(=C2C=C1)OC1=CC=C(C=C1)C(F)(F)F